[Sr+2].[La+3].B([O-])([O-])Cl chloroborate lanthanum strontium